(R)-2-((1-(Tert-butoxycarbonyl)piperidin-4-yl)oxy)propanoic acid C(C)(C)(C)OC(=O)N1CCC(CC1)O[C@@H](C(=O)O)C